9-(aminomethyl)-2-(trifluoromethyl)-5H-benzo[f]imidazo[1,2-d][1,4]diazepin-6(7H)-one NCC1=CC2=C(C=3N(CC(N2)=O)C=C(N3)C(F)(F)F)C=C1